3-{4-[5-Amino-6-(3-amino-3-methylbutyl)-pyrazin-2-yl]-benzylamino}-6-cyano-pyrazine-2-carboxylic acid [(S)-1-(3,4-difluoro-phenyl)-ethyl]-amide FC=1C=C(C=CC1F)[C@H](C)NC(=O)C1=NC(=CN=C1NCC1=CC=C(C=C1)C1=NC(=C(N=C1)N)CCC(C)(C)N)C#N